N-(3-(4-(2,4-dioxo-1,2,3,4-tetrahydroquinazolin-7-yl)-3-nitro-1H-pyrazol-1-yl)phenyl)acrylamide Ethyl-1-(9-ethyl-9H-carbazol-3-yl)-5-phenyl-1H-1,2,3-triazole-4-carboxylate C(C)OC(=O)C=1N=NN(C1C1=CC=CC=C1)C=1C=CC=2N(C3=CC=CC=C3C2C1)CC.O=C1NC2=CC(=CC=C2C(N1)=O)C=1C(=NN(C1)C=1C=C(C=CC1)NC(C=C)=O)[N+](=O)[O-]